N1(CCC1)C(=O)N1[C@H]([C@H](C(C1)(F)F)NS(N(C)C)(=O)=O)CC=1C(=C(C=CC1)C1=CC(=CC=C1)C)F N'-{(2S,3R)-1-(azetidine-1-carbonyl)-4,4-difluoro-2-[(2-fluoro-3'-methyl[1,1'-biphenyl]-3-yl)methyl]pyrrolidin-3-yl}-N,N-dimethylsulfuric Diamide